3-(2,4,6-trifluorophenyl)-1,5-dimethyl-pyrazol-4-ol FC1=C(C(=CC(=C1)F)F)C1=NN(C(=C1O)C)C